gamma-glycidoxypropyl-methyl-diisopropenyloxysilane C(C1CO1)OCCC[Si](OC(=C)C)(OC(=C)C)C